FC(OC1=C(C(=NN1C)C(F)(F)F)C)F 5-(difluoromethoxy)-1,4-dimethyl-3-(trifluoromethyl)-1H-pyrazole